6-Methoxy-2H-benzo[b][1,4]oxazin-3(4H)-one COC1=CC2=C(OCC(N2)=O)C=C1